Ethyl (2-cyano-2-(2-(3,5-dichloro-4-((5-isopropyl-6-oxo-1,6-dihydropyridazin-3-yl)methyl)phenyl)hydrazineylidene)acetyl)carbamate C(#N)C(C(=O)NC(OCC)=O)=NNC1=CC(=C(C(=C1)Cl)CC1=NNC(C(=C1)C(C)C)=O)Cl